BrC1=C2CC(C(C2=C(C=C1)S(=O)(=O)C(F)(F)F)O)(F)F 4-bromo-2,2-difluoro-7-((trifluoromethyl)sulfonyl)-2,3-dihydro-1H-inden-1-ol